ethyl 6-[4-(3-bromo-2-pyridyl)piperazin-1-yl]-2-azaspiro[3.4]octane-2-carboxylate BrC=1C(=NC=CC1)N1CCN(CC1)C1CC2(CN(C2)C(=O)OCC)CC1